((3-((4-chloro-2-cyanophenoxy)methyl)phenyl)fluoromethyl)piperidine-1-carboxylic acid tert-butyl ester C(C)(C)(C)OC(=O)N1C(CCCC1)C(F)C1=CC(=CC=C1)COC1=C(C=C(C=C1)Cl)C#N